OC[C@H](C)N1C=NC2=C(C1=O)C=C(N=C2N2CCOCC2)C=2C=NC(=CC2)C(F)(F)F (S)-3-(1-hydroxypropan-2-yl)-8-morpholinyl-6-(6-(trifluoromethyl)pyridin-3-yl)pyrido[3,4-d]pyrimidin-4(3H)-one